5-(benzyloxy)-N-[1-(hydroxymethyl)cyclopropyl]-2-methyl-2H-indazole-3-carboxamide C(C1=CC=CC=C1)OC1=CC2=C(N(N=C2C=C1)C)C(=O)NC1(CC1)CO